NC1=CC2=C(NC(=N2)C2=CC=CC=C2)C(=C1)S(=O)(=O)N 5-amino-2-phenyl-1H-benzo[d]imidazole-7-sulfonamide